COC(CN1C(=NC2=C1C=C(C(=C2)F)F)N2C[C@H]([C@@H](CC2)F)NC(=O)OC(C)(C)C)=O (2-((3R,4R)-3-((tert-Butoxycarbonyl)amino)-4-fluoropiperidin-1-yl)-5,6-difluoro-1H-benzo[d]imidazol-1-yl)acetic acid methyl ester